N-((1r,4r)-4-(2-Methoxyethoxy)cyclohexyl)-2-(thiazol-5-yl)-5H-pyrrolo[3,2-d]pyrimidine-4-carboxamide COCCOC1CCC(CC1)NC(=O)C=1C2=C(N=C(N1)C1=CN=CS1)C=CN2